1,1,2,2,3,3,4,4,4-nonafluorobutane-1-sulfonic acid 2,2,2-trifluoro-1-methylethyl ester FC(C(C)OS(=O)(=O)C(C(C(C(F)(F)F)(F)F)(F)F)(F)F)(F)F